1-(4-methoxybenzyl)-3-(2-(2-methylisonicotinoyl)-2-azaspiro[3.3]hept-6-yl)urea COC1=CC=C(CNC(=O)NC2CC3(CN(C3)C(C3=CC(=NC=C3)C)=O)C2)C=C1